ClC1=CC(=C(C=N1)NC)N 6-chloro-N3-methyl-pyridine-3,4-diamine